5-(3-methoxyprop-1-en-1-yl)-2-methylthiazole-4-carboxylate COCC=CC1=C(N=C(S1)C)C(=O)[O-]